O1COC2=C1C=CC(=C2)C(CCC)=O 1-(1,3-benzodioxol-5-yl)butan-1-one